Methyl (2-(4-((tert-butoxycarbonyl)amino)phenyl)thiazole-5-carbonyl)-L-serinate C(C)(C)(C)OC(=O)NC1=CC=C(C=C1)C=1SC(=CN1)C(=O)N[C@@H](CO)C(=O)OC